7-(7-fluoro-1,2,3,4-tetrahydronaphthalen-1-yl)-1-methyl-4H,6H-benzo[e][1,2,4]triazolo[3,4-c][1,4]oxazepine FC1=CC=C2CCCC(C2=C1)C1=CC=CC=2N3C(COCC21)=NN=C3C